methyl-2-(5-(benzyloxy)-2-methylbenzofuran-3-yl)-4,4,5,5-tetramethyl-1,3,2-dioxaborolane CCC1(C(OB(O1)C1=C(OC2=C1C=C(C=C2)OCC2=CC=CC=C2)C)(C)C)C